(R*)-1-(5,6-dihydrobenzo[6,7]oxepino[2,3-c]pyridin-6-yl)-N-methylmethanamine C1=NC=CC2=C1OC1=C([C@@H](C2)CNC)C=CC=C1 |o1:9|